5-bromo-3-methyl-N-(6-methylpyridin-2-yl)picolinamide BrC=1C=C(C(=NC1)C(=O)NC1=NC(=CC=C1)C)C